1-bromo-3-(difluoromethyl)-2-fluoro-5-nitrobenzene BrC1=C(C(=CC(=C1)[N+](=O)[O-])C(F)F)F